tribenzoyl-nicotinamide Sodium [Na].C(C1=CC=CC=C1)(=O)C=1C(=NC(=C(C(=O)N)C1)C(C1=CC=CC=C1)=O)C(C1=CC=CC=C1)=O